ClC1=NC=C(C(=C1)C1=C(N=C(S1)N(C(OC(C)(C)C)=O)C)C(F)(F)F)C#N tert-butyl N-[5-(2-chloro-5-cyano-4-pyridyl)-4-(trifluoromethyl) thiazol-2-yl]-N-methyl-carbamate